FC1=C(C(=O)N2N=C(C=C2NCC2=CC=C(C=C2)C(N)=N)C2COCCC2C(F)(F)F)C=CC=C1 4-({[1-(2-fluorobenzoyl)-3-[4-(trifluoromethyl)oxan-3-yl]-1H-pyrazol-5-yl]amino}methyl)benzene-1-carboximidamide